6-chloro-2-methylpyrimido[5,4-d]pyrimidin-4(3H)-one ClC=1N=CC=2N=C(NC(C2N1)=O)C